tert-Butyl 2-ethynyl-5-methylpiperidine-1-carboxylate C(#C)C1N(CC(CC1)C)C(=O)OC(C)(C)C